N-(2-(4-hydroxy-4-methylpiperidin-1-yl)-5-methoxyphenyl)-5-(pyridin-4-yl)furan-2-carboxamide OC1(CCN(CC1)C1=C(C=C(C=C1)OC)NC(=O)C=1OC(=CC1)C1=CC=NC=C1)C